C(C1=CC=CC=C1)OC(=O)N1C=2C(OC[C@@H]1C)=[N+](C(=C(C2)CC2=CC=C(C=C2)F)C)[O-] (S)-1-((benzyloxy)carbonyl)-7-(4-fluorobenzyl)-2,6-dimethyl-2,3-dihydro-1H-pyrido[2,3-b][1,4]oxazine 5-oxide